C(#N)C=1C(=C(C=CC1)NC1=C(C#N)C=CC(=N1)C1CC1)F 2-((3-cyano-2-fluorophenyl)amino)-6-cyclopropyl-nicotinonitrile